2-(difluoromethyl)-N4-(5-(1-(2-(methylamino)propyl)-1H-pyrazol-4-yl)-4-(trifluoromethoxy)pyridin-2-yl)pyrimidine-4,6-diamine FC(C1=NC(=CC(=N1)NC1=NC=C(C(=C1)OC(F)(F)F)C=1C=NN(C1)CC(C)NC)N)F